tert-butyl 3-[6-[2-cyano-3-[[ethyl(methyl)sulfamoyl]amino]-6-fluoro-phenoxy]-5-fluoro-4-oxo-quinazolin-3-yl]-8-azaspiro[4.5]decane-8-carboxylate C(#N)C1=C(OC=2C(=C3C(N(C=NC3=CC2)C2CCC3(C2)CCN(CC3)C(=O)OC(C)(C)C)=O)F)C(=CC=C1NS(N(C)CC)(=O)=O)F